3-methyl-5-tert-butyl-1,2-phenylene di(4-chlorobenzoate) ClC1=CC=C(C(=O)OC2=C(C(=CC(=C2)C(C)(C)C)C)OC(C2=CC=C(C=C2)Cl)=O)C=C1